N1C[C@H](CCC1)NC1=NC=C(C(=N1)C=1C=C(NC1)C(=O)NCC(F)(F)F)C(F)(F)F 4-(2-{[(3S)-piperidin-3-yl]amino}-5-(trifluoromethyl)pyrimidin-4-yl)-N-(2,2,2-trifluoroethyl)-1H-pyrrole-2-carboxamide